ClC1=NC=C(C2=CC=CC=C12)B(O)O 1-CHLOROISOQUINOLINE-4-BORONIC ACID